ethyl N-phenylcarbamate C1(=CC=CC=C1)NC(OCC)=O